1-(2-(trifluoromethyl)pyridin-3-yl)ethan-1-ol FC(C1=NC=CC=C1C(C)O)(F)F